CC1=CC(=C(C=C1)B(O)O)[N+](=O)[O-] (4-METHYL-2-NITROPHENYL)BORONIC ACID